B(C1=CC=CC=C1COC2=C(C=CC(=C2)C(F)(F)F)Cl)(O)O 2-((2'-chloro-5'-(trifluoromethyl)phenoxy)methyl)phenylboronic acid